C(C)[C@H]1[C@H](NC([C@H]1OC)=O)COC1=NC=CC2=CC=C(C=C12)OC 1-{[(2S,3S,4S)-3-ethyl-4-methoxy-5-oxopyrrolidin-2-yl]methoxy}-7-methoxyisoquinoline